N1=C(N=CC=C1)C1=NC=CC=N1 2-(2-pyrimidinyl)-pyrimidine